2-((6-(2-chloro-3-(2,3-dichloropyridin-4-yl)phenyl)-2-methoxypyridin-3-yl)methyl)-2,6-diazaspiro[3.4]octan-7-one ClC1=C(C=CC=C1C1=C(C(=NC=C1)Cl)Cl)C1=CC=C(C(=N1)OC)CN1CC2(C1)CNC(C2)=O